ClC1=CC=C(C=C1)C12OC3=C(C1(C(CC2C2=CC(=CC=C2)F)=O)O)C(=CC(=C3)OC)OC 3a-(4-chlorophenyl)-3-(3-fluorophenyl)-8b-hydroxy-6,8-dimethoxy-2,3,3a,8b-tetrahydro-1H-cyclopenta[b]benzofuran-1-one